(2-(thiophen-2-yl)ethyl)carbamic acid tert-butyl ester C(C)(C)(C)OC(NCCC=1SC=CC1)=O